C(C1=CC=CC=C1)OC(=O)NCCCN(C(OC(C)(C)C)=O)CC(F)(F)F tert-butyl (3-(((benzyloxy)carbonyl)amino)propyl)(2,2,2-trifluoroethyl)carbamate